(((((2R,3S,4R,5R)-5-((6-chloro-4-(cyclopentylamino)-1H-pyrazolo[3,4-d]pyrimidin-1-yl)methyl)-3,4-dihydroxytetrahydrofuran-2-yl)methoxy)(hydroxy)phosphoryl)methyl)phosphonic acid ClC1=NC(=C2C(=N1)N(N=C2)C[C@@H]2[C@@H]([C@@H]([C@H](O2)COP(=O)(O)CP(O)(O)=O)O)O)NC2CCCC2